3-tert-butylcyclohexylamine C(C)(C)(C)C1CC(CCC1)N